[Ca].[V] vanadium calcium salt